N1(CCNCC1)C1=C(C(=O)[O-])C=CC=C1 piperazinobenzoate